C(C)N1C([C@H](N(CC1)CCOC1=CC=C(C=C1)C1=NC2=CC=C(C=C2C=C1)C=1C2=C(C(N(C1)C)=O)NC=C2)C)=O (R)-4-{2-[4-(2-(4-ethyl-2-methyl-3-oxopiperazin-1-yl)ethoxy)phenyl]quinolin-6-yl}-6-methyl-1H-pyrrolo[2,3-c]pyridin-7(6H)-one